COC(=O)[C@@H]1C[C@H](CCC1)OC=1C(=NC(=CC1)C=1N=NN(C1CNC1=NC(=NC(=N1)C1CC1)C)C)C (1S,3S)-3-((6-(5-(((4-cyclopropyl-6-methyl-1,3,5-triazin-2-yl)amino)methyl)-1-methyl-1H-1,2,3-triazol-4-yl)-2-methylpyridin-3-yl)oxy)cyclohexane-1-carboxylic acid methyl ester